C(C)C(CNCCO)CCCC N-(2-ethylhexyl)-ethanolamine